2-(3-{[5,5-Dimethyl-1,4-dioxan-2-yl]methoxy}pyridin-4-yl)-3-(3-fluoro-2-methoxyanilino)-1,5,6,7-tetrahydro-4H-pyrrolo[3,2-c]pyridin-4-one CC1(OCC(OC1)COC=1C=NC=CC1C1=C(C=2C(NCCC2N1)=O)NC1=C(C(=CC=C1)F)OC)C